2-(1-(azetidin-3-yl)-1H-pyrazol-4-yl)-5-bromobenzonitrile N1CC(C1)N1N=CC(=C1)C1=C(C#N)C=C(C=C1)Br